cis-1-(5-(2-methyl-2H-pyrazolo[3,4-b]pyridin-5-yl)[1,3]thiazolo[5,4-b]pyridin-2-yl)-3-(trifluoromethoxy)cyclobutanol CN1N=C2N=CC(=CC2=C1)C1=CC=C2C(=N1)SC(=N2)C2(CC(C2)OC(F)(F)F)O